2-(3-((3-Chloro-2-(trifluoromethyl)phenoxy)methyl)pyrrolidin-1-yl)-6-methylpyrimidine-4-carboxylic Acid ClC=1C(=C(OCC2CN(CC2)C2=NC(=CC(=N2)C(=O)O)C)C=CC1)C(F)(F)F